6-(4-((1H-indazol-5-yl)amino)pyrimidin-2-yl)-N-(1-methyl-1H-pyrazol-4-yl)-1H-indole-2-carboxamide N1N=CC2=CC(=CC=C12)NC1=NC(=NC=C1)C1=CC=C2C=C(NC2=C1)C(=O)NC=1C=NN(C1)C